BrCCO[Si](C)(C)C(C)(C)C (2-Bromoethoxy)-tert-butyldimethylsilan